NCCOC12CC3(CC(CC(C1)(C3)C)(C2)C)CN2N=CC(=C2C)C=2C(=NC(=CC2)N2CC3=C(C=CC=C3CC2)C(NC=2SC3=C(N2)C=CC=C3)=O)C(=O)OC(C)(C)C tert-butyl 3-(1-((3-(2-aminoethoxy)-5,7-dimethyladamantan-1-yl)methyl)-5-methyl-1H-pyrazol-4-yl)-6-(8-(benzo[d]thiazol-2-ylcarbamoyl)-3,4-dihydroisoquinolin-2(1H)-yl)picolinate